N-((3-methoxythiophen-2-yl)methyl)-2-(2-(pyridin-2-yl)bicyclo[2.2.2]oct-2-yl)ethylamine COC1=C(SC=C1)CNCCC1(C2CCC(C1)CC2)C2=NC=CC=C2